CN1N=C2C=CC(=C(C2=C1)C)C1=NNC2=NC(=CN=C21)N2C[C@@H]1[C@]([C@@H]1CC2)(C2=C(C(=CC=C2)C)F)CN ((1S,6R,7R)-3-(3-(2,4-dimethyl-2H-indazol-5-yl)-1H-pyrazolo[3,4-b]pyrazin-6-yl)-7-(2-fluoro-3-methylphenyl)-3-azabicyclo[4.1.0]heptan-7-yl)methanamine